1-(2-((2-methacrylamidoethyl)amino)ethyl)pyridinium C(C(=C)C)(=O)NCCNCC[N+]1=CC=CC=C1